(R)-9-methyl-2-phenyl-1,2,3,10b-tetrahydrobenzo[e]imidazo[1,5-c][1,2,3]oxathiazine 5,5-dioxide CC=1C=CC2=C([C@H]3N(S(O2)(=O)=O)CN(C3)C3=CC=CC=C3)C1